CN1C=NC(=C1)CN1CCC(CC1)CC1=CC=2N(C=C1)N=CC2N2C(NC(CC2)=O)=O 1-(5-((1-((1-methyl-1H-imidazol-4-yl)methyl)piperidin-4-yl)methyl)pyrazolo[1,5-a]pyridin-3-yl)dihydropyrimidine-2,4(1H,3H)-dione